Cl.ClC1=C2CCNCC2=CC(=C1C(=O)O)Cl 5,7-dichloro-1,2,3,4-tetrahydroisoquinoline-6-carboxylic acid hydrochloride